C(C)(C)(C)OC(=O)NC1(COCC1)C(=O)O 3-(tert-butoxycarbonylamino)tetrahydrofuran-3-carboxylic acid